C(\C=C\C(=O)[O-])(=O)[O-].[Na+].[Na+].C(\C=C\C(=O)O)(=O)O fumaric acid disodium fumarate